CC(=CCC[C@H](C)O)C (2S)-6-Methyl-5-hepten-2-ol